Heptadecyl (2S)-2-(((((2R,3S,5R)-5-(6-amino-2-fluoro-9H-purin-9-yl)-2-ethynyl-3-hydroxytetra-hydrofuran-2-yl)methoxy)-(phenoxy)phosphoryl)-amino)-3-(3,5-difluoro-phenyl)propanoate NC1=C2N=CN(C2=NC(=N1)F)[C@H]1C[C@@H]([C@@](O1)(C#C)COP(=O)(OC1=CC=CC=C1)N[C@H](C(=O)OCCCCCCCCCCCCCCCCC)CC1=CC(=CC(=C1)F)F)O